2-(2,2-diethoxyethoxy)-4-(diphenylamino)benzaldehyde C(C)OC(COC1=C(C=O)C=CC(=C1)N(C1=CC=CC=C1)C1=CC=CC=C1)OCC